Benzimidazol-2-yl(amino)methanesulfinic acid N1=C(NC2=C1C=CC=C2)C(S(=O)O)N